(S)-3-(cyclopropylsulfonyl)pyrrolidine-1-carboxylic acid tert-butyl ester C(C)(C)(C)OC(=O)N1C[C@H](CC1)S(=O)(=O)C1CC1